((2S,4R,5R)-4-acetoxy-5-(2-amino-6-chloro-8-oxo-7,8-dihydro-9H-purin-9-yl) tetrahydrofuran-2-yl)methyl acetate C(C)(=O)OC[C@H]1O[C@H]([C@@H](C1)OC(C)=O)N1C2=NC(=NC(=C2NC1=O)Cl)N